C(C)C(=C(C(=O)O)C(=O)O)CC.C(CCCC)(O)O pentanediol diethyl-methylenemalonate